ethyl isoindol-1-carboxylate C=1(NC=C2C=CC=CC12)C(=O)OCC